O=S1(CC2=C(C(C3=C1C=CC=C3)N3CCC(CC3)C(=O)N3CC(NC1=CC=CC=C31)=O)C=CC=C2)=O 4-[1-(5,5-dioxo-6,11-dihydrobenzo[c][1]benzothiepin-11-yl)piperidine-4-carbonyl]-1,3-dihydroquinoxalin-2-one